4-(aminomethyl)azepane NCC1CCNCCC1